6-(3,3-difluoro-4-hydroxy-1-azaspiro[4.4]nonane-1-carbonyl)pyridinecarbonitrile FC1(CN(C2(C1O)CCCC2)C(=O)C2=CC=CC(=N2)C#N)F